tert-Butyl 1-(3-(benzo[d]thiazol-2-ylthio)propyl)cyclopropanecarboxylate S1C(=NC2=C1C=CC=C2)SCCCC2(CC2)C(=O)OC(C)(C)C